COCCOC1=CC(=NC(=C1)[C@]1(COCC1)OC)N1N=C(C=2C=NC(=CC21)NC(=O)N)C(F)(F)F (R)-1-(1-(4-(2-Methoxyethoxy)-6-(3-methoxytetrahydrofuran-3-yl)pyridin-2-yl)-3-(trifluoromethyl)-1H-pyrazolo[4,3-c]pyridin-6-yl)urea